C1(=CC=CC=C1)C=1N=C2N(C=C(C=C2C2=CC=CC=C2)C2=C(C=O)C=CC=C2)C1 2-(2,8-diphenylimidazo[1,2-a]pyridin-6-yl)benzaldehyde